ethyl 6-(4-chloro-2-fluorophenyl)-3-oxo-2,3-dihydropyridazine-4-carboxylate ClC1=CC(=C(C=C1)C=1C=C(C(NN1)=O)C(=O)OCC)F